benzyl (R)-2-methylpiperazine-1-carboxylate C[C@H]1N(CCNC1)C(=O)OCC1=CC=CC=C1